C(#N)C1=C(OCC(=O)OC)C=CC=C1 methyl (2-cyanophenoxy)acetate